CC1(CCC(CN1)C(=O)N)C 6,6-dimethylpiperidine-3-carboxamide